[6-(trifluoromethyl)pyridin-3-yl]acetonitrile FC(C1=CC=C(C=N1)CC#N)(F)F